C1(=CC=C(C=C1)S(=O)(=O)OC1CCN(CC1)C(=O)OCCCC)C butyl 4-(p-tolylsulfonyloxy)piperidine-1-carboxylate